CC=1N=C(SC1)N1C[C@H](C[C@@H](C1)N1CCOCC1)NC1=CC=C(C=C1)[N+](=O)[O-] (3S,5S)-1-(4-methylthiazol-2-yl)-5-morpholino-N-(4-nitrophenyl)piperidin-3-amine